tetramethyl-2-(2-methyl-2,3-dihydrobenzofuran-6-yl)-1,3,2-dioxaborolan CC1(C(OB(O1)C1=CC2=C(CC(O2)C)C=C1)(C)C)C